1-(5-chloro-2-hydroxy-3-(2-methylallyl)phenyl)ethan-1-one ClC=1C=C(C(=C(C1)C(C)=O)O)CC(=C)C